C(C)(=O)N1C(C(NCC1)=O)C 4-acetyl-3-methyl-piperazinone